tert-butyl (1S,6S)-5-[2-(3,6-dihydro-2H-pyran-4-yl)-4-(2-ethoxy-2-oxoethyl)-5-ethyl-7-oxo-[1,2,3]triazolo[4,5-b]pyridin-6-yl]-2,5-diazabicyclo[4.2.0]octane-2-carboxylate O1CCC(=CC1)N1N=C2C(N(C(=C(C2=O)N2CCN([C@H]3CC[C@H]23)C(=O)OC(C)(C)C)CC)CC(=O)OCC)=N1